N-Benzyllinoleamide C(C1=CC=CC=C1)NC(CCCCCCC\C=C/C\C=C/CCCCC)=O